C(CCC)N1CC(=CC1)B1OC(C(O1)(C)C)(C)C butyl-3-(4,4,5,5-tetramethyl-1,3,2-dioxaborolan-2-yl)-2,5-dihydro-1H-pyrrole